4-chloro-8-((4-methoxybenzyl)amino)isoquinolin-1-carbonitrile ClC1=CN=C(C2=C(C=CC=C12)NCC1=CC=C(C=C1)OC)C#N